methyl 4-[1-(4-hydroxybutyl)-4-(3-{[1-methyl-4-(1-methylimidazole-2-amido) pyrrol-2-yl]formamido}propanamido)imidazole-2-amido]-1-methylpyrrole-2-carboxylate OCCCCN1C(=NC(=C1)NC(CCNC(=O)C=1N(C=C(C1)NC(=O)C=1N(C=CN1)C)C)=O)C(=O)NC=1C=C(N(C1)C)C(=O)OC